C1CC12CCN(CC2)C2=C(C(=O)NC1=CC3=C(N=NC(=C3)O)C(=N1)N1CCC(CC1)(F)F)C=CC(=C2)NS(=O)(=O)CCO 2-{6-azaspiro[2.5]octane-6-yl}-N-[8-(4,4-Difluoropiperidin-1-yl)-3-hydroxypyrido[3,4-c]pyridazin-6-yl]-4-(2-hydroxyethanesulfonylamino)benzamide